CC(C(C(C)O)O)CC 4-methylhexane-2,3-diol